manganese sulphide manganese [Mn+2].[S-2].[Mn+2].[S-2]